NC1=C(C=C(C=C1C1=CC=C(C=C1)S(N)(=O)=O)/C=C/C(=O)OCCCC)C(N)=O butyl (E)-3-(6-amino-5-carbamoyl-4'-sulfamoyl-[1,1'-biphenyl]-3-yl)acrylate